lithium silicon salt [Si].[Li]